C(CCCCCCCCCCCCCCCCC=CCC=CCCC)(=O)O Pentacosa-18,21-dienoic acid